N-(4-(2-isopropoxypropan-2-yl)thiazol-2-yl)-1-((3-methylpyridin-4-yl)methyl)-1H-pyrrole-2-carboxamide C(C)(C)OC(C)(C)C=1N=C(SC1)NC(=O)C=1N(C=CC1)CC1=C(C=NC=C1)C